B(OC=C)(OC=C)OC=C trivinyl borate